1-[(1R,5S)-1-[4-(3,4-dichloro-2-fluoro-anilino)quinazolin-6-yl]-3-azabicyclo[3.1.0]hexan-3-yl]prop-2-en-1-one ClC=1C(=C(NC2=NC=NC3=CC=C(C=C23)[C@@]23CN(C[C@H]3C2)C(C=C)=O)C=CC1Cl)F